Ammonium D-gluconat O=C([C@H](O)[C@@H](O)[C@H](O)[C@H](O)CO)[O-].[NH4+]